C(#N)C1=C2C=C(NC2=CC(=C1)F)C(=O)N(C)C1COCC=2NC(C=3C=C(C(=CC3C21)F)F)=O 4-cyano-N-(8,9-difluoro-6-oxo-1,4,5,6-tetrahydro-2H-pyrano[3,4-c]isoquinolin-1-yl)-6-fluoro-N-methyl-1H-indole-2-carboxamide